ethyl 3-bromopropionate BrCCC(=O)OCC